NC1=C(C=NN1C=1C=NC(=CC1C)OC1=C(C=CC=C1F)F)C(=O)C1=CC2=C(C=C3C(=N2)CCN(C3)C3CNC3)N1 (5-amino-1-{6-[(2,6-difluorophenyl)oxy]-4-methylpyridin-3-yl}pyrazol-4-yl)[7-(azetidin-3-yl)-5,6,7,8-tetrahydro-1H-pyrrolo[2,3-e]pyrido[4,3-b]pyridin-2-yl]methanone